C(C1=CC=CC=C1)OCCC1(COC2=C1C=CC(=C2CO)C(=O)O)C 3-(2-(benzyloxy)ethyl)-7-(hydroxymethyl)-3-methyl-2,3-dihydrobenzofuran-6-carboxylic acid